ClC1=C(C=CC(=C1)N(CC(=O)OCC)CC(=O)OCC)C1=NC(=NC(=N1)C(Cl)(Cl)Cl)C(Cl)(Cl)Cl 4-[o-chloro-p-N,N-di(ethoxycarbonylmethyl)aminophenyl]-2,6-di(trichloromethyl)-s-triazine